C(#N)CCOP(Cl)N(C(C)C)C(C)C 2-Cyanoethoxy-N,N-diisopropylaminochlorophosphine